ClC=1C=C(C=C(C1)Cl)N1CCNCC1 3,5-dichlorophenyl-piperazine